((5-bromopent-3-yn-1-yl)oxy)(tert-butyl)diphenylsilane BrCC#CCCO[Si](C1=CC=CC=C1)(C1=CC=CC=C1)C(C)(C)C